3-(2-chloropyrimidin-4-yl)-5-cyclopropyl-6-methoxy-pyrazolo[1,5-a]pyrimidine ClC1=NC=CC(=N1)C=1C=NN2C1N=C(C(=C2)OC)C2CC2